CON=CC1=CNC=2N=C(NC(C21)=O)NC(C2=CC=CC=C2)(C2=CC=CC=C2)C2=CC=CC=C2 4-oxo-2-(tritylamino)-4,7-dihydro-3H-pyrrolo[2,3-d]pyrimidine-5-carbaldehyde O-methyl oxime